FC=1C=C2C(=NNC2=CC1F)C1=NC=2CCCNC2C=C1 2-(5,6-difluoro-1H-indazol-3-yl)-5,6,7,8-tetrahydro-1,5-naphthyridine